C(C)N1N=C(C(=C1)B1OC(C(O1)(C)C)(C)C)C1=CC=CC=C1 1-ethyl-3-phenyl-4-(4,4,5,5-tetramethyl-1,3,2-dioxaborolan-2-yl)-1H-pyrazole